5-chloro-N-(1H-indazol-4-ylmethyl)-6-methoxynicotinamide ClC=1C(=NC=C(C(=O)NCC2=C3C=NNC3=CC=C2)C1)OC